(1S,2R,5S)-2-chloromethyl-5-(4-fluorobenzyl)-2-methyl-1-(1H-1,2,4-triazol-1-ylmethyl)cyclopentanol ClC[C@]1([C@]([C@@H](CC1)CC1=CC=C(C=C1)F)(O)CN1N=CN=C1)C